(R)-1-(4-(4-(but-3-en-1-yloxy)-7-methylimidazo[2,1-f][1,2,4]triazin-2-yl)-5-methoxypyridin-2-yl)-N-ethylethan-1-amine C(CC=C)OC1=NC(=NN2C1=NC=C2C)C2=CC(=NC=C2OC)[C@@H](C)NCC